C(C)(C)(C)C1=NC2=CC=C(C(=C2C(N1C)=O)Cl)N tert-butyl-6-amino-5-chloro-3-methylquinazolin-4(3H)-one